cyclopropyl-7-fluoro-benzimidazole-5-carboxylic acid methyl ester COC(=O)C1=CC2=C(N=C(N2)C2CC2)C(=C1)F